4-(4-(6-(((1R,4R,5R,6S)-6-fluoro-1,2-dimethyl-2-azabicyclo[2.2.2]octan-5-yl)oxy)pyridazin-3-yl)-3-hydroxyphenyl)-1-methyl-1,3,5-triazin-2(1H)-one F[C@@H]1[C@@H]([C@H]2CN([C@@]1(CC2)C)C)OC2=CC=C(N=N2)C2=C(C=C(C=C2)C2=NC(N(C=N2)C)=O)O